CN(S(=O)(=O)N1CC=2N=C(SC2C1)NC(C1=CN=C(C=C1C1=C(C=CC=C1)OC)C)=O)C N-(5-(N,N-dimethylsulfamoyl)-5,6-dihydro-4H-pyrrolo[3,4-d]thiazol-2-yl)-4-(2-methoxyphenyl)-6-methylnicotinamide